CC1=NN(C(=C1)C)C1=NC(=CC(=N1)N)C 2-(3,5-dimethyl-pyrazol-1-yl)-6-methyl-4-pyrimidinamine